3-[2-({[1-(Phenylsulfonyl)-1H-pyrrol-2-yl]methyl}amino)propyl]-2-thioxo-1,2,3,7-tetrahydro-6H-purin-6-one trifluoroacetate FC(C(=O)O)(F)F.C1(=CC=CC=C1)S(=O)(=O)N1C(=CC=C1)CNC(CN1C(NC(C=2NC=NC12)=O)=S)C